(1S,2S)-2-(tert-butyl-diphenyl-silyloxymethyl)-cyclopentanol C(C)(C)(C)[SiH2]OC([C@@H]1[C@H](CCC1)O)(C1=CC=CC=C1)C1=CC=CC=C1